phosphoric acid ethyl-(methyl)acrylate C(C)C=C(C(=O)O)C.P(O)(O)(O)=O